CC1(OB(OC1(C)C)C=1C=NN2C1C=CC(=C2)OC2=CC1=C(N=N2)CCOC1)C 3-[3-(4,4,5,5-tetramethyl-1,3,2-dioxaborolan-2-yl)pyrazolo[1,5-a]pyridin-6-yl]oxy-7,8-dihydro-5H-pyrano[4,3-c]pyridazine